C(C1=CC=CC=C1)C=1C(=C(NC(C1)=O)SCC=1C=C(C=CC1)CC(=O)O)C#N [3-(4-Benzyl-3-cyano-6-oxo-1,6-dihydro-pyridin-2-ylsulfanylmethyl)-phenyl]-acetic acid